2'-chloro-N-(6-(5-formylfuran-3-yl)thiazolo[4,5-b]pyrazin-2-yl)-5'-methoxy-6-methyl-[4,4'-bipyridine]-3-carboxamide ClC1=NC=C(C(=C1)C1=C(C=NC(=C1)C)C(=O)NC=1SC=2C(=NC=C(N2)C2=COC(=C2)C=O)N1)OC